2-(6-{1-[(2R)-1-[(3R,4R)-3,4-dihydroxypyrrolidin-1-yl]-3-methylbutan-2-yl]azetidin-3-yl}-3-methylimidazo[1,5-a]pyridin-8-yl)-N-ethyl-5-fluoro-N-(isopropyl)benzamide O[C@@H]1CN(C[C@H]1O)C[C@@H](C(C)C)N1CC(C1)C=1C=C(C=2N(C1)C(=NC2)C)C2=C(C(=O)N(C(C)C)CC)C=C(C=C2)F